NC(CN1C2=C(OCC1)C=CC(=C2)C2=C(N=C1N2C=CC=N1)C1=C(C=NC=C1)C)(C)C 2-amino-2-methyl-1-(6-(2-(3-methylpyridin-4-yl)imidazo[1,2-a]pyrimidin-3-yl)-2,3-dihydro-4H-benzo[b][1,4]oxazin-4-yl)propan